C(CCCC#C)NC(=S)NC1=CC=C(O[C@@H]2[C@H]([C@H]([C@@H]([C@H](O2)CCS(=O)(=O)O)O)O)O)C=C1 2-[(2R,3S,4S,5S,6R)-6-[4-(hex-5-ynylcarbamothioylamino)phenoxy]-3,4,5-trihydroxy-tetrahydropyran-2-yl]ethanesulfonic acid